(+-)-ethyl 2-nonyl-2-cyclopropene-1-carboxylate C(CCCCCCCC)C=1[C@@H](C1)C(=O)OCC |r|